FC=1C=C2C=NN(C2=CC1C(=O)OC)C1COC1 Methyl 5-fluoro-1-(oxetan-3-yl)-1H-indazole-6-carboxylate